BrCCCOC=1C(=C(C=CC1)C1=C(C(=CC=C1)C=1SC=2CN(CCC2N1)C(=O)OC(C)(C)C)C)C Tert-butyl 2-(3'-(3-bromopropyloxy)-2,2'-dimethyl-[1,1'-biphenyl]-3-yl)-6,7-dihydrothiazolo[5,4-c]pyridine-5(4H)-carboxylate